C(=O)(OC(C)(C)C)N[C@H](C(=O)O)CC#C (S)-alpha-(Boc-amino)-4-pentynoic acid